ClC(C1=CC=CC=C1)(C=1N=NNC1)Cl dichlorobenzyl-triazole